N-(4-sulfamoylphenyl)-7-benzyloxycoumarin-3-carboxamide S(N)(=O)(=O)C1=CC=C(C=C1)NC(=O)C=1C(OC2=CC(=CC=C2C1)OCC1=CC=CC=C1)=O